FC(C=1C(=C(C=CC1)[C@@H](C)NC=1C2=C(N=C(N1)C)N=C(C(=C2)S(=O)(=O)C2CCN(CC2)C)C)F)F (R)-N-(1-(3-(difluoromethyl)-2-fluorophenyl)ethyl)-2,7-dimethyl-6-((1-methylpiperidin-4-yl)sulfonyl)pyrido[2,3-d]pyrimidin-4-amine